CC1=C(C=C(C=C1)C)CC(=O)NC1CN(C(C1)=O)C1=C(C=CC=C1)F 2-(2,5-dimethylphenyl)-N-[1-(2-fluorophenyl)-5-oxopyrrolidin-3-yl]acetamid